6-amino-1,3,5-triazine-2,4-dithiol NC1=NC(=NC(=N1)S)S